OC1=C(C=O)C=C(C=C1)C1=CC=NC=C1 2-Hydroxy-5-(pyridin-4-yl)benzaldehyde